3-[[5-tert-butyl-4-chloro-6-(o-tolyl)pyrimidin-2-yl]sulfamoyl]benzoic acid C(C)(C)(C)C=1C(=NC(=NC1C1=C(C=CC=C1)C)NS(=O)(=O)C=1C=C(C(=O)O)C=CC1)Cl